tert-butyl 2-(5-(2,6-dimethoxyphenyl)-1-(4-((3-hydroxypropyl)thio)-2-isopropylphenyl)-1H-pyrazole-3-carboxamido)adamantane-2-carboxylate COC1=C(C(=CC=C1)OC)C1=CC(=NN1C1=C(C=C(C=C1)SCCCO)C(C)C)C(=O)NC1(C2CC3CC(CC1C3)C2)C(=O)OC(C)(C)C